heptyl 3-ethyl-13-hexyl-6-(3-((2-nonylundecanoyl)oxy)propyl)-11-oxo-10,12-dioxa-3,6-diazaoctadecane-18-oate C(C)N(CC)CCN(CCCOC(OC(CCCCC(=O)OCCCCCCC)CCCCCC)=O)CCCOC(C(CCCCCCCCC)CCCCCCCCC)=O